COC1=CC=C(C=C1)C=1C2=C(C(N(C1)CC)=O)N(C=C2)S(=O)(=O)C2=CC=C(C)C=C2 4-(4-Methoxyphenyl)-6-ethyl-1-tosyl-1,6-dihydro-7H-pyrrolo[2,3-c]pyridin-7-one